6-phenylhexa-3,5-dien-2-one C1(=CC=CC=C1)C=CC=CC(C)=O